N1(C=NC=C1)C1=CC=C(C=N1)C=1C=NC=2CCN(CC2C1)C1=NC(=NC(=C1C)C)C 3-(6-(1H-imidazol-1-yl)pyridin-3-yl)-6-(2,5,6-trimethylpyrimidin-4-yl)-5,6,7,8-tetrahydro-1,6-naphthyridine